(S)-2'-chloro-2-ethynyl-4',5'-dihydrospiro[piperidine-4,7'-thieno[2,3-c]pyran] ClC1=CC2=C([C@@]3(OCC2)CC(NCC3)C#C)S1